(R)-4,4,5,5-tetramethyl-2-(4-(methylsulfinyl)phenyl)-1,3,2-dioxaborolane CC1(OB(OC1(C)C)C1=CC=C(C=C1)[S@](=O)C)C